C(C)(C)(C)OC(=O)N1C[C@@H](N(CC1)C1=CC=NC2=C(C(=C(C=C12)Cl)C1=C(C=CC=C1OC)F)F)C (3S)-4-(6-chloro-8-fluoro-7-(2-fluoro-6-methoxyphenyl)quinolin-4-yl)-3-methylpiperazine-1-carboxylic acid tert-butyl ester